3-(3-hydroxy-5-(1-phenyl-1H-pyrazol-4-yl)picolinamido)-2,2-dimethylpropionic acid OC=1C(=NC=C(C1)C=1C=NN(C1)C1=CC=CC=C1)C(=O)NCC(C(=O)O)(C)C